S1C=C(C=C1)C1=NC(=CC2=CC=CC=C12)C1=CC=C(C=C1)C 1-(thiophen-3-yl)-3-(p-tolyl)isoquinoline